FC1=CC=C(C(=O)C2=C(C=CC(=C2)OC)NC([C@H]([C@H](CC)C)NC(OC(C)(C)C)=O)=O)C=C1 tert-butyl ((2S,3S)-1-((2-(4-fluorobenzoyl)-4-methoxyphenyl)amino)-3-methyl-1-oxopentan-2-yl)carbamate